NCCOCCOCCC(=O)OC methyl 3-[2-(2-aminoethoxy) ethoxy]propanoate